tert-butyl 4-[7-[[1-(2-hydroxyethyl)pyrazol-4-yl]amino]-1-methyl-2,4-dioxo-pyrimido[4,5-d]pyrimidin-3-yl]-3,4-dihydro-2H-quinoline-1-carboxylate OCCN1N=CC(=C1)NC1=NC=C2C(=N1)N(C(N(C2=O)C2CCN(C1=CC=CC=C21)C(=O)OC(C)(C)C)=O)C